Manganese-Sodium [Na].[Mn]